CN[C@H]1[C@@H](C1)NC trans-N,N'-dimethylcyclopropane-1,2-diamine